FC=1C(=C(C=O)C=C(C1)C1=CN=C(S1)C=1C=NC(=CC1)N1CCCCC1)O 3-fluoro-2-hydroxy-5-(2-(6-(piperidin-1-yl)pyridin-3-yl)thiazol-5-yl)benzaldehyde